ClC1=NC=C(C(=C1)C1=C(C=NC(=C1)C)C(=O)NC=1SC2=C(N1)CN(C2)C(=O)C2CC(C2)(O)C(F)F)OC 2'-chloro-N-(5-((1s,3s)-3-(difluoromethyl)-3-hydroxycyclobutane-1-carbonyl)-5,6-dihydro-4H-pyrrolo[3,4-d]thiazol-2-yl)-5'-methoxy-6-methyl-[4,4'-bipyridine]-3-carboxamide